N-(6-amino-5-ethylpyridin-3-yl)-2-((2R,5S)-2-(2-((S)-2,2-dimethylpiperidin-4-yl)benzo[d]thiazol-5-yl)-5-methylpiperidin-1-yl)-2-oxoacetamide NC1=C(C=C(C=N1)NC(C(=O)N1[C@H](CC[C@@H](C1)C)C=1C=CC2=C(N=C(S2)[C@@H]2CC(NCC2)(C)C)C1)=O)CC